2-{2-[(1H-1,3-Benzodiazol-2-ylmethyl)amino]ethyl}-N-(pyrimidin-2-ylmethyl)-1,3-thiazole-4-carboxamide N1C(=NC2=C1C=CC=C2)CNCCC=2SC=C(N2)C(=O)NCC2=NC=CC=N2